N[C@@H]1C[C@@H](CC1)OC1=CC=C(C(=C1C1=CC(=NN1)NC=1N=CC(=NC1)C#N)F)C 5-((5-(6-(((1R,3S)-3-aminocyclopentyl)oxy)-2-fluoro-3-methylphenyl)-1H-pyrazol-3-yl)amino)pyrazine-2-carbonitrile